FC1=C(CC2(C[C@@H]3[C@@H](CN(C3)CC(=O)C3=CC=C(C=C3)O)C2)O)C=CC=C1F 2-((3aR,5r,6aS)-5-(2,3-difluorobenzyl)-5-hydroxyhexahydrocyclopenta[c]pyrrol-2(1H)-yl)-1-(4-hydroxyphenyl)ethanone